(R)-N-(1-(4-methoxyphenyl)ethyl)-N-(2-(4-methylpiperazin-1-yl)ethyl)-3,3-diphenylprop-2-en-1-amine COC1=CC=C(C=C1)[C@@H](C)N(CC=C(C1=CC=CC=C1)C1=CC=CC=C1)CCN1CCN(CC1)C